ClC=1C=C(C=CC1C)NC(OCC1=CC=C2C=C(C(=NC2=C1)C)C1(C(NC(CC1)=O)=O)F)=O (3-(3-Fluoro-2,6-dioxopiperidin-3-yl)-2-methylquinolin-7-yl)methyl (3-chloro-4-methylphenyl)carbamate